7-acetyl-6-methyl-2-[4-(2-methyl-1,2,3,4-tetraazacyclopentan-5-yl)bicyclo[2.2.2]octan-1-yl]-3-(trideuteriomethyl)-3,4-dihydrothieno[3,2-d]pyrimidin-4-one C(C)(=O)C1=C(SC2=C1N=C(N(C2=O)C([2H])([2H])[2H])C21CCC(CC2)(CC1)C1NNN(N1)C)C